8-(3,5-dichlorophenyl)-N-[(4S)-3,4-dihydro-2H-1-benzopyran-4-yl]-4-(dimethylamino)-5-methoxy-1,6-naphthyridine-3-carboxamide ClC=1C=C(C=C(C1)Cl)C=1C=NC(=C2C(=C(C=NC12)C(=O)N[C@H]1CCOC2=C1C=CC=C2)N(C)C)OC